tert-butyl (2-methoxy-2-methyl-1-(4-((1-methylcyclopentyl)methoxy)phenyl)propyl)carbamate COC(C(C1=CC=C(C=C1)OCC1(CCCC1)C)NC(OC(C)(C)C)=O)(C)C